3-cyclopropyl-4-hydroxyquinoline-7-carboxylic acid C1(CC1)C=1C=NC2=CC(=CC=C2C1O)C(=O)O